ClC1=CC=C2C(=CC(=NC2=C1Cl)C=1C=NNC1)NCC(=O)OC(C)(C)C tert-Butyl (7,8-dichloro-2-(1H-pyrazol-4-yl)quinolin-4-yl)glycinate